dimethyl-(3-methacryloylaminopropyl)(4-sulfonatobutyl)aminium C[N+](CCCCS(=O)(=O)[O-])(CCCNC(C(=C)C)=O)C